Butyl 2-Amino-6,7-dihydropyrazolo[1,5-a]pyrazine-5(4H)-carboxylate NC1=NN2C(CN(CC2)C(=O)OCCCC)=C1